3-(6-(benzyloxy)-5,7-difluoro-4-oxo-1,4-dihydroquinolin-2-yl)-4-(methylsulfonyl)benzonitrile C(C1=CC=CC=C1)OC=1C(=C2C(C=C(NC2=CC1F)C=1C=C(C#N)C=CC1S(=O)(=O)C)=O)F